C(CCC)[SiH2]C1=CC=CC=C1 n-butylphenyl-silane